1-[1-[5-[4-[2-(2,6-dioxo-3-piperidyl)-1-oxo-isoindolin-5-yl]piperazin-1-yl]-5-oxo-pentyl]-3-(trifluoromethyl)pyrazol-4-yl]-3-(7-isopropylpyrazolo[1,5-a]pyrimidin-6-yl)urea O=C1NC(CCC1N1C(C2=CC=C(C=C2C1)N1CCN(CC1)C(CCCCN1N=C(C(=C1)NC(=O)NC=1C=NC=2N(C1C(C)C)N=CC2)C(F)(F)F)=O)=O)=O